NC1=C(C=O)C(=CC(=C1)F)Br 2-amino-6-bromo-4-fluorobenzaldehyde